2,5-dihydroxybenzoquinone OC=1C(C=C(C(C1)=O)O)=O